1-(4-(6-chloro-2-(dimethylamino)-8-fluoro-7-(5-methyl-1H-indazol-4-yl)quinazolin-4-yl)piperazin-1-yl)prop-2-en-1-one ClC=1C=C2C(=NC(=NC2=C(C1C1=C2C=NNC2=CC=C1C)F)N(C)C)N1CCN(CC1)C(C=C)=O